6-benzyl-N,1-dimethyl-1,6-dihydroimidazo[4,5-d]pyrrolo[2,3-b]pyridine-8-carboxamide C(C1=CC=CC=C1)N1C=C(C=2C1=NC=C1C2N(C=N1)C)C(=O)NC